4-((3-([1,1'-biphenyl]-3-yl)-1H-pyrazol-1-yl)methyl)-2-vinylpyridine C1(=CC(=CC=C1)C1=NN(C=C1)CC1=CC(=NC=C1)C=C)C1=CC=CC=C1